tert-butyl 4-(6-chloro-3,4-dihydroquinolin-1(2H)-yl)-2-(hydroxymethyl)pyrrolidine-1-carboxylate ClC=1C=C2CCCN(C2=CC1)C1CC(N(C1)C(=O)OC(C)(C)C)CO